3-methyl-1-oxo-4,5-dihydro-3H-isothiazol CC1NS(CC1)=O